ClC1=NC(=C(C2=C1C(N(C2)CC2=C(C=C(C=C2)OC)OC)=O)F)N2C[C@H](CC2)NC(OC(C)(C)C)=O (S)-tert-Butyl 1-(4-chloro-2-(2,4-dimethoxybenzyl)-7-fluoro-3-oxo-2,3-dihydro-1H-pyrrolo[3,4-c]pyridin-6-yl)pyrrolidin-3-ylcarbamate